BrC=1C=CC2=C(C(CO2)(C)C)C1 5-bromo-3,3-dimethyl-2,3-dihydrobenzofuran